N-(2-cyclopropyl-4-iodo-5-methylphenyl)-1-methyl-1,4,5,6-tetrahydrocyclopenta[c]pyrazol-3-amine C1(CC1)C1=C(C=C(C(=C1)I)C)NC=1C2=C(N(N1)C)CCC2